2-Amino-7-fluoro-4-(5-fluoro-3-((S)-3-(methyl-(oxetan-3-ylmethyl)-amino)pyrrolidin-1-yl)-7,9-dihydrofuro[3,4-f]-quinazolin-6-yl)thieno-[3,2-c]pyridine-3-carbonitrile NC1=C(C=2C(=NC=C(C2S1)F)C=1C2=C(C=3C=NC(=NC3C1F)N1C[C@H](CC1)N(CC1COC1)C)COC2)C#N